C1(=CC=CC=C1)[Si](OC(C)=O)(C)C1=CC=CC=C1 Diphenyl-methyl-acetoxysilane